2-((tert-Butoxycarbonyl)amino)-3-(6,6-difluoro-2-oxo-1,2,5,6,7,8-hexahydroquinolin-3-yl)propanoic acid C(C)(C)(C)OC(=O)NC(C(=O)O)CC=1C(NC=2CCC(CC2C1)(F)F)=O